1-(3-(tert-butyl)-1-phenyl-1H-pyrazol-5-yl)-3-(2-fluoro-4-((2-methyl-3H-imidazo[4,5-b]pyridin-7-yl)oxy)phenyl)urea C(C)(C)(C)C1=NN(C(=C1)NC(=O)NC1=C(C=C(C=C1)OC1=C2C(=NC=C1)NC(=N2)C)F)C2=CC=CC=C2